oxazol-5-ylmethyl (4-((8-isobutyryl-8-azabicyclo[3.2.1]octan-3-yl)methyl)phenyl)carbamate C(C(C)C)(=O)N1C2CC(CC1CC2)CC2=CC=C(C=C2)NC(OCC2=CN=CO2)=O